FC1=C2NC(C(NC2=CC(=C1C=1C=C(C=C2C(=CNC12)C)F)F)(C)C)=NN 5,7-difluoro-6-(5-fluoro-3-methyl-1H-indol-7-yl)-3-hydrazono-2,2-dimethyl-1,2,3,4-tetrahydroquinoxaline